1,2,3-Tris(bromomethyl)-benzene BrCC1=C(C(=CC=C1)CBr)CBr